C(C)(C)(C)OC(=O)N1CC(N(CC1)C1=NC=C(C(=C1)C(N)=O)N)C 4-(5-amino-4-carbamoylpyridin-2-yl)-3-methylpiperazine-1-carboxylic acid tert-butyl ester